C(C(=C)C)(=O)O.C(CC)C(C(C)O)O propylpropylene glycol monomethacrylate